[Pb].[Sn].[Au] Gold-tin lead